C(#N)C=1C=C(C=CC1)C1CC(C1)NC(=O)[C@H]1N(C[C@@H](C1)O)C([C@H](C(C)(C)C)N1N=NC(=C1)C1CC1)=O (2S,4r)-N-[3-(3-cyanophenyl)cyclobutyl]-1-[(2S)-2-(4-cyclopropyltriazol-1-yl)-3,3-dimethyl-butyryl]-4-hydroxy-pyrrolidine-2-carboxamide